5-amino-1-((1r,3r)-3-hydroxy-3-methylcyclobutyl)-3-(4-methoxy-2-phenylquinazolin-7-yl)-1H-pyrazole-4-carbonitrile NC1=C(C(=NN1C1CC(C1)(C)O)C1=CC=C2C(=NC(=NC2=C1)C1=CC=CC=C1)OC)C#N